{9-[Methyl(7H-pyrrolo[2,3-d]pyrimidin-4-yl)amino]-3-azaspiro[5.5]undec-3-yl}(3-methylthiophen-2-yl)methanon CN(C1CCC2(CCN(CC2)C(=O)C=2SC=CC2C)CC1)C=1C2=C(N=CN1)NC=C2